COC=1C=C(CN2C(NCC2)=O)C=CC1 (3-methoxybenzyl)imidazolidin-2-one